ClC=1C=C2C(=NC(N(C2=CC1C1=C(C=CC=C1)F)C1=C(C=CC=C1CC)CC)=O)N1[C@H](CN(CC1)C(C=C)=O)C 6-Chloro-1-(2,6-diethylphenyl)-7-(2-fluorophenyl)-4-((2S)-2-methyl-4-(2-propenoyl)-1-piperazinyl)-2(1H)-quinazolinone